biquinolinecarboxylic acid disodium salt [Na+].[Na+].N1=C(C(=CC2=CC=CC=C12)C(=O)[O-])C1=NC2=CC=CC=C2C=C1.N1=C(C(=CC2=CC=CC=C12)C(=O)[O-])C1=NC2=CC=CC=C2C=C1